C1(CCC1)C1=C(C(=O)OC)C=CC=C1C Methyl 2-cyclobutyl-methylbenzoate